6-bromo-N-[5-(2,2-difluoroethyl)-4-methoxy-pyrimidin-2-yl]-1H-pyrrolo[2,3-b]pyridine-3-sulfonic acid amide BrC1=CC=C2C(=N1)NC=C2S(=O)(=O)NC2=NC=C(C(=N2)OC)CC(F)F